5-[1-(2,2-dimethylpropyl)-1H-pyrazol-4-yl]-6-(2-methylquinolin-7-yl)pyridine-2-carbonitrile CC(CN1N=CC(=C1)C=1C=CC(=NC1C1=CC=C2C=CC(=NC2=C1)C)C#N)(C)C